BrC1=C2C=CN(C2=CC=C1)CCNC(=O)[C@H]1N(C[C@@H](C1)O)C([C@H](C(C)(C)C)N1N=NC(=C1)C1CC1)=O (2S,4R)-N-[2-(4-bromoindol-1-yl)ethyl]-1-[(2S)-2-(4-cyclopropyltriazol-1-yl)-3,3-dimethyl-butanoyl]-4-hydroxy-pyrrolidine-2-carboxamide